FC1=CC2=C(N=C(N=C2)NC2CCN(CC2)S(=O)(=O)C)N(C1=O)[C@H]1[C@](CCC1)(C)O |o1:23,24| (+)-6-fluoro-8-[(1R*,2R*)-2-hydroxy-2-methylcyclopentyl]-2-{[1-(methylsulfonyl)piperidin-4-yl]amino}pyrido[2,3-d]pyrimidin-7(8H)-one